1-methyl-6-(trifluoromethyl)-1H-1,3-benzodiazol CN1C=NC2=C1C=C(C=C2)C(F)(F)F